FC1=C(C(=O)C2=NNC3=NC=C(C=C32)C3=CC=C(C(=O)O)C=C3)C(=CC=C1NS(=O)(=O)CCC)F 4-(3-(2,6-difluoro-3-(propylsulphonamido)benzoyl)-1H-pyrazolo[3,4-b]pyridin-5-yl)benzoic acid